ethyl 6-(2-(ethoxy)ethyl)-1-(4-fluorophenyl)-3-(pentan-3-yl)-1H-pyrazolo[3,4-b]pyridine-4-carboxylate C(C)OCCC=1C=C(C2=C(N1)N(N=C2C(CC)CC)C2=CC=C(C=C2)F)C(=O)OCC